3-[4-[1-(difluoromethyl)pyrazol-4-yl]-1-[4-(trifluoromethoxy)phenyl]pyrazolo[3,4-b]pyridin-3-yl]azetidine-1-carboxylic acid tert-butyl ester C(C)(C)(C)OC(=O)N1CC(C1)C1=NN(C2=NC=CC(=C21)C=2C=NN(C2)C(F)F)C2=CC=C(C=C2)OC(F)(F)F